(2S)-2-amino-3-[(2S)-3-oxo-4H-pyrido[4,3-b][1,4]oxazin-2-yl]propanenitrile N[C@H](C#N)C[C@H]1C(NC2=C(O1)C=CN=C2)=O